ClC=1C=CC(=C(C(=O)NC2=C(C=C(C=C2)[N+](=O)[O-])Cl)C1)O 5-chloro-N-(2-chloro-4-nitrophenyl)-2-hydroxybenzoamide